FC1=C(C=CC(=C1)OC)C=1CCSC2=C(C1C1=CC=C(C=C1)O[C@@H]1CN(CC1)CCCF)C=CC(=C2)O 4-(2-Fluoro-4-methoxyphenyl)-5-[4-[(3S)-1-(3-fluoropropyl)pyrrolidin-3-yl]oxyphenyl]-2,3-dihydro-1-benzothiepin-8-ol